C(C)OC=1C=2N(C=CN1)N=C(C2)N 4-ethoxypyrazolo[1,5-a]pyrazin-2-amine